FC(CN(C1=NC(N(C2=CC=CC(=C12)F)C([2H])([2H])[2H])=O)C1=CC(=NC=C1)C#CC=1N(C=NC1)C)F 4-[2,2-difluoroethyl-[2-[2-(3-methylimidazol-4-yl)ethynyl]-4-pyridyl]amino]-5-fluoro-1-(trideuteriomethyl)quinazolin-2-one